NCC#CC1=CC=C(C(=O)NCCCCNC(C[C@H]2C=3N(C4=C(C(=N2)C2=CC=C(C=C2)Cl)C(=C(S4)C)C)C(=NN3)C)=O)C=C1 (S)-4-(3-aminoprop-1-yn-1-yl)-N-(4-(2-(4-(4-chlorophenyl)-2,3,9-trimethyl-6H-thieno[3,2-f][1,2,4]triazolo[4,3-a][1,4]diazepin-6-yl)acetamido)butyl)benzamide